2-(4-methylpiperazin-1-yl)ethyl-urea CN1CCN(CC1)CCNC(=O)N